6-Chloro-4-(4-(3-fluorophenoxy)piperidin-1-yl)-1-methyl-2-oxo-1,2-dihydro-1,5-naphthyridin-3-carbonitril ClC=1N=C2C(=C(C(N(C2=CC1)C)=O)C#N)N1CCC(CC1)OC1=CC(=CC=C1)F